(4-(piperidin-1-ylsulfonyl)phenyl)methylamine N1(CCCCC1)S(=O)(=O)C1=CC=C(C=C1)CN